FC1=CC(=CC2=CC=3C[C@@](CCC3N=C12)(C(C)C)F)C(=O)N[C@H](CCN1CCCCC1)C1=CC=C(C=C1)C=1C=NC(=C(C1)F)O 1-((R)-3-((S)-4,7-Difluoro-7-isopropyl-5,6,7,8-tetrahydroacridin-2-carboxamido)-3-(4-(5-fluoro-6-hydroxypyridin-3-yl)phenyl)propyl)piperidin